tert-butyl (3-(1-hydroxypropan-2-yl)-4-(4-(trifluoromethyl)-1H-imidazol-2-yl)benzyl)carbamate OCC(C)C=1C=C(CNC(OC(C)(C)C)=O)C=CC1C=1NC=C(N1)C(F)(F)F